C(C)(C)(C)OC(=O)N1CC2=C(CC1)N=C(S2)C2=NC=CC=C2 2-(Pyridin-2-yl)-6,7-dihydrothiazolo[5,4-c]pyridine-5(4H)-carboxylic acid tert-butyl ester